ClC1=CC=C(C(=O)NNC(CC=2SC=CC2)=O)C=C1 4-chloro-N'-(2-(thiophen-2-yl)acetyl)benzohydrazide